ClC1N=C(C=CN1[N+](=O)[O-])Cl 2,6-dichloro-3-nitro-pyrimidine